OC1(CC(C1)C(=O)N1CC2(C1)CC(C2)CN2C=CC=1C2=NC(=CC1)C)C ((1s,3s)-3-Hydroxy-3-methylcyclobutyl)(6-((6-methyl-1H-pyrrolo[2,3-b]pyridin-1-yl)methyl)-2-azaspiro[3.3]heptan-2-yl)methanone